3,6-dibromo-1-(tetrahydro-2H-pyran-2-yl)-1H-pyrazolo[4,3-c]pyridine BrC1=NN(C2=C1C=NC(=C2)Br)C2OCCCC2